NC1CCC(CC1)NC1=NC=CC(=N1)C=1C=NC=CC1OC1=C(C=C(C=C1)NS(=O)(=O)C1=C(C=CC=C1)Cl)F N-[4-[3-[2-(1r,4r)-[(4-aminocyclohexyl)amino]pyrimidin-4-yl]-pyrid-4-yloxy]-3-fluoro-phenyl]2-chlorobenzenesulfonamide